FC=1C=2N(C=C(C1)NC(=O)C=1C=3N=CC=NC3C(=CC1)C=1CCNCC1)C=C(N2)C N-{8-fluoro-2-methylimidazo[1,2-a]pyridin-6-yl}-8-(1,2,3,6-tetrahydropyridin-4-yl)quinoxaline-5-carboxamide